O=C1OCCN1CC1=C(C(=O)O)C=CC=C1 2-((2-oxooxazolidin-3-yl)methyl)benzoic acid